dimethyl (2S)-2-(tert-butoxycarbonylamino)-4-(2-methyl-2-nitro-propyl)pentanedioate C(C)(C)(C)OC(=O)N[C@H](C(=O)OC)CC(C(=O)OC)CC(C)([N+](=O)[O-])C